C(C)OC(C(C(C)C)NC(=O)C1=CN=C(O1)C1=CC(=CC=C1)C1=NN(C(=C1)C(NC(C1CC1)C1CC1)=O)CCO)=O.BrC1=C(C=C(C=C1)OC(F)(F)F)Cl 1-bromo-2-chloro-4-(trifluoromethoxy)benzene Ethyl-2-(2-(3-(5-((dicyclopropylmethyl)carbamoyl)-1-(2-hydroxyethyl)-1H-pyrazol-3-yl)phenyl)oxazole-5-carboxamido)-3-methylbutyrate